FC1=C(C(=CC(=C1)OC)F)C1=C(C(N(N1C)C1=NC(=CC=C1C(F)(F)F)NC)=O)NC(C1=CC=C(C=C1)OC(F)F)=O N-(5-(2,6-difluoro-4-methoxyphenyl)-1-methyl-2-(6-(methylamino)-3-(trifluoromethyl)pyridin-2-yl)-3-oxo-2,3-dihydro-1H-pyrazol-4-yl)-4-(difluoromethoxy)benzamide